S(=O)([O-])[O-].[Pt+2] Platinum sulphite